O=C1N(CCC(N1)=O)C1=NN(C2=CC(=CC=C12)N1CCN(CC1)C(=O)OC(C)(C)C)C tert-butyl 4-[3-(2,4-dioxo-1,3-diazinan-1-yl)-1-methylindazol-6-yl]piperazine-1-carboxylate